ClC1=C(C=C(\C=C/2\C(NC3=C(S2)C=CC(=C3)S(=O)(=O)CC3=C(C=CC=C3Br)Br)=O)C=C1)[N+](=O)[O-] (Z)-2-(4-chloro-3-nitrobenzylidene)-6-((2,6-dibromobenzyl)sulfonyl)-2H-benzo[b][1,4]thiazin-3(4H)-one